CNS(=O)(=O)C1=CC(=CC(=C1)B1OC(C(O1)(C)C)(C)C)N1CCCC1 N-methyl-3-(pyrrolidin-1-yl)-5-(4,4,5,5-tetramethyl-1,3,2-dioxaborolan-2-yl)benzenesulfonamide